3-((6-fluoroquinolin-4-yl)amino)-N-(3-(phenylamino)phenyl)benzamide mannosylphosphate C1([C@@H](O)[C@@H](O)[C@H](O)[C@H](O1)CO)OP(=O)(O)O.FC=1C=C2C(=CC=NC2=CC1)NC=1C=C(C(=O)NC2=CC(=CC=C2)NC2=CC=CC=C2)C=CC1